CN1C=2N(CCC1)CCCN2 1,3,4,6,7,8-hexahydro-1-methyl-2H-pyrimido(1,2-a)pyrimidine